C1(=CC(=CC=C1)OC#CCCC1=CC=CC=C1)C m-tolyloxy(phenethyl)acetylene